OCC=1C=C(C=O)C=CC1OC 3-HYDROXYMETHYL-4-METHOXY-BENZALDEHYDE